(2,6-dimethylphenyl) iodide diacetate C(C)(=O)O.C(C)(=O)O.CC1=C(C(=CC=C1)C)I